O1CCCCC1 tetrahydropyrane